CC(C)(C)S(=O)N=C(C)C=1C=2C=C3C=4C=CC=NC4CCN3C(C2C=C(C1)C)=O 2-methyl-N-(1-(10-methyl-8-oxo-5,8-dihydro-6H-isoquinolino[3,2-f][1,6]naphthyridin-12-yl)ethylidene)propane-2-sulfinamide